C1(CCCCC1)CC(=O)N1C[C@@H](CC[C@@H]1C)C(=O)O (3R,6S)-1-(2-cyclohexylacetyl)-6-methylpiperidine-3-carboxylic acid